BrC1=NC=C(C(=C1)N1C=CC2=C1N=C(N=C2)N)F 7-(2-bromo-5-fluoropyridin-4-yl)-7H-pyrrolo[2,3-d]pyrimidin-2-amine